methyl 4-((1'-methyl-5-nitro-6'-oxo-1',6'-dihydro-[2,2'-bipyridin]-6-yl)amino)benzoate CN1C(=CC=CC1=O)C1=NC(=C(C=C1)[N+](=O)[O-])NC1=CC=C(C(=O)OC)C=C1